6-cyano-N-[(2S)-5-[[(1R,2S)-2-(4-fluorophenyl)cyclopropyl]amino]-1-oxo-1-[4-(2,2,2-trifluoroethyl)piperazin-1-yl]pentan-2-yl]pyridine-3-carboxamide C(#N)C1=CC=C(C=N1)C(=O)N[C@H](C(N1CCN(CC1)CC(F)(F)F)=O)CCCN[C@H]1[C@@H](C1)C1=CC=C(C=C1)F